CC=1C=C(C=CC1)NC([C@@H](CN)N)=O |r| N-(3-methylphenyl)-DL-2,3-diaminopropionamide